C(C)N1C(N(C2=NC=C(N=C21)N2CC1(CN(C1)C1=CC(=NC=C1)C(F)(F)F)CC2)C2COC2)=O 3-ethyl-1-(oxetan-3-yl)-5-(2-(2-(trifluoromethyl)pyridin-4-yl)-2,6-diazaspiro[3.4]octan-6-yl)-1,3-dihydro-2H-imidazo[4,5-b]pyrazin-2-one